BrC=1C=CC2=C(N(N=N2)CCF)C1 6-bromo-1-(2-fluoroethyl)-1H-benzo[d][1,2,3]triazole